(2S,3S)-2-hydroxy-3-p-chlorobenzoylamino-3-phenylpropionic acid ethyl ester C(C)OC([C@H]([C@H](C1=CC=CC=C1)NC(C1=CC=C(C=C1)Cl)=O)O)=O